(4-chlorophenyl)-1-(3-hydroxypropyl)-3-methyl-8-(3-methyl-3-(methylsulfonyl)but-1-yn-1-yl)-3,7-dihydro-1h-purine-2,6-dione ClC1=CC=C(C=C1)N1C(=NC=2N(C(N(C(C12)=O)CCCO)=O)C)C#CC(C)(S(=O)(=O)C)C